1-(1Z,11Z-octadecadienyl)-2-(11Z,14Z-eicosadienoyl)-sn-glycero-3-phosphocholine CCCCCC/C=C\CCCCCCCC/C=C\OC[C@H](COP(=O)([O-])OCC[N+](C)(C)C)OC(=O)CCCCCCCCC/C=C\C/C=C\CCCCC